CC1=NC=CC(=C1)C=1N=C(SC1)NC1=CC=C(C=C1)S(=O)(=O)C (2-methylpyridin-4-yl)-N-(4-(methylsulfonyl)phenyl)thiazol-2-amine